2-((4-amino-2-butyl-1H-imidazo[4,5-c]quinolin-1-yl)methyl)-2-methylpropan-1,3-diol NC1=NC=2C=CC=CC2C2=C1N=C(N2CC(CO)(CO)C)CCCC